ClC=1C(=NC(=NC1)NC=1C=CC2=C(CC[C@H](CC2)N2CCCC2)C1)NC1=CC=NC=C1C(=O)NC (S)-4-((5-chloro-2-((7-(pyrrolidin-1-yl)-6,7,8,9-tetrahydro-5H-benzo[7]annulen-2-yl)amino)pyrimidin-4-yl)amino)-N-methylnicotinamide